N-(4-(6-(5,6-dimethoxypyridin-3-yl)-4-methylquinazolin-8-yl)phenyl)-2-hydroxyacetamide COC=1C=C(C=NC1OC)C=1C=C2C(=NC=NC2=C(C1)C1=CC=C(C=C1)NC(CO)=O)C